1-(3,4-dimethyl-2-phenyl-2H-pyrazolo[3,4-d]pyridazin-7-yl)-N-(3-(pyrrolidin-1-yl)propyl)piperidine-3-carboxamide CC=1N(N=C2C(=NN=C(C21)C)N2CC(CCC2)C(=O)NCCCN2CCCC2)C2=CC=CC=C2